O1CCC2=C1C=CC(=C2)C2=CC(N(C=N2)C[C@@]2(CCN(CC21CCCC1)C(=O)N1[C@@H](CNCC1)C1=CC=CC=C1)O)=O 6-(2,3-Dihydrobenzofuran-5-yl)-3-(((S)-10-hydroxy-7-((R)-2-phenylpiperazine-1-carbonyl)-7-aza-spiro[4.5]decan-10-yl)methyl)pyrimidin-4(3H)-one